2-(2-amino-3-methylquinoline-6-carbonyl)-1-methyl-2-((5-(trifluoromethyl)pyridin-2-yl)methyl)hydrazine NC1=NC2=CC=C(C=C2C=C1C)C(=O)N(NC)CC1=NC=C(C=C1)C(F)(F)F